5-(imidazo[1,2-a]pyridin-6-yl)-4-(3-methoxyphenyl)thiazol-2-amine N=1C=CN2C1C=CC(=C2)C2=C(N=C(S2)N)C2=CC(=CC=C2)OC